COC=1C=NC2=CC=C(C=C2C1)C(=O)N 3-methoxy-6-quinolinecarboxamide